N-Ethyl-N-(3,3,5-trimethylcyclohexyl)pyrrolidinium methyl-2-amino-5-chloro-pyridine-3-carboxylate COC(=O)C=1C(=NC=C(C1)Cl)N.C(C)[N+]1(CCCC1)C1CC(CC(C1)C)(C)C